C(C)(C)(C)OC(=O)N[C@H]1C[C@H]2[C@@H]([C@@H]3N(C1=O)[C@@H](CC3)C(=O)OC)C2 methyl (3S,6S,7aS,8aS,8bR)-6-((tert-butoxycarbonyl)amino)-5-oxodecahydrocyclopropa[c]pyrrolo[1,2-a]azepine-3-carboxylate